O=C1NC(CCC1N1C(N(C2=C1C=CC(=C2F)C2CCN(CC2)CC2CCC(CC2)OCCNC(OC(C)(C)C)=O)C)=O)=O Tert-butyl N-[2-[4-[[4-[1-(2,6-dioxo-3-piperidyl)-4-fluoro-3-methyl-2-oxo-benzimidazol-5-yl]-1-piperidyl]methyl]cyclohexoxy]ethyl]carbamate